3-{[ethyl(5-phenylpyridin-3-yl)amino]methyl}-N-[(1S,2S)-2-hydroxycyclohexyl]-4-methylbenzamide C(C)N(C=1C=NC=C(C1)C1=CC=CC=C1)CC=1C=C(C(=O)N[C@@H]2[C@H](CCCC2)O)C=CC1C